2-(3-methylanilino)-N-[(3-nitrophenyl)methylideneamino]acetamide CC=1C=C(NCC(=O)NN=CC2=CC(=CC=C2)[N+](=O)[O-])C=CC1